OC=1C(=NN(C1)CCC)C(C)C 4-hydroxy-1-n-propyl-3-isopropyl-pyrazol